O=C1NC(CCC1N1C(C2=CC=C(C=C2C1=O)NCCCCCCN1N=CC(=C1)C1=NC2=C(C=CC=C2N=C1)OC)=O)=O 2-(2,6-dioxopiperidin-3-yl)-5-((6-(4-(8-methoxyquinoxalin-2-yl)-1H-pyrazol-1-yl)hexyl)amino)isoindoline-1,3-dione